C1(CC1)C1=CC(=NN1)NC(C(C)C=1C=NN(C1)C1=CC(=C(C=C1)F)F)=O N-(5-cyclopropyl-1H-pyrazol-3-yl)-2-(1-(3,4-difluorophenyl)-1H-pyrazol-4-yl)propanamide